5-bromo-1-methyl-6-methoxyindoline-2,3-dione BrC=1C=C2C(C(N(C2=CC1OC)C)=O)=O